ClC[C@]12CCCN2C[C@H](C1)F (2S,7aS)-7a-(chloromethyl)-2-fluoro-hexahydropyrrolizine